OC[C@H]1N(C[C@H](C1)OC1=CC=C(C=C1)C(F)(F)F)C(=O)OCC1=CC=CC=C1 benzyl (2S,4S)-2-(hydroxymethyl)-4-(4-(trifluoromethyl) phenoxy)pyrrolidine-1-carboxylate